COC(=O)C1=C(C=C(N1S(=O)(=O)C1=CC=CC=C1)S(=O)(=O)N1CCN(CC1)C(=O)OC(C)(C)C)C Tert-butyl 4-((5-(methoxycarbonyl)-4-methyl-1-(phenylsulfonyl)-1H-pyrrol-2-yl)sulfonyl)piperazine-1-carboxylate